7-[[4-[[(1S)-2-hydroxy-1-phenyl-ethyl]amino]-5-(3-isopropyl-1,2,4-oxadiazol-5-yl)pyrimidin-2-yl]amino]-2-methyl-1,4-dihydroisoquinolin-3-one OC[C@H](C1=CC=CC=C1)NC1=NC(=NC=C1C1=NC(=NO1)C(C)C)NC1=CC=C2CC(N(CC2=C1)C)=O